6-bromo-8-methyl-3-(propan-2-yl)imidazo[1,2-a]pyridine BrC=1C=C(C=2N(C1)C(=CN2)C(C)C)C